C(C)OC(\C=C(/CCCCCCCCC)\CCCCCCCC1C(C1)CCCCCCCC)=O (E)-3-(7-(2-octylcyclopropyl)heptyl)dodeca-2-enoic acid ethyl ester